C(#N)C=1C=C(C=NC1OC(F)F)NC(=O)C1CC2(C3=C1C=NC=1N3N=C(C1)F)CCC2 N-(5-cyano-6-(difluoromethoxy)pyridin-3-yl)-2'-fluoro-6',7'-dihydrospiro[cyclobutane-1,8'-cyclopenta[e]pyrazolo[1,5-a]pyrimidine]-6'-carboxamide